O=C1N(CCC(N1)=O)C=1C=C(OCC(=O)N2CCN(CC2)C2CCC(CC2)C(=O)O)C=CC1C 4-(4-(2-(3-(2,4-dioxotetrahydropyrimidin-1(2H)-yl)-4-methylphenoxy)acetyl)piperazin-1-yl)cyclohexane-1-carboxylic acid